(((1r,4r)-4-hydroxy-4-(trifluoromethyl)cyclohexyl)carbamoyl)-4-azaspiro[2.5]octane-4-carboxylic acid tert-butyl ester C(C)(C)(C)OC(=O)N1C2(CC2C(NC2CCC(CC2)(C(F)(F)F)O)=O)CCCC1